C(C=C)(=O)N1C(CC1)C(=O)N1CCC(CC1)(O)CN1C=NC2=C(C1=O)C=NN2C2=CC=C(C=C2)C2=CC=CC=C2 5-{(1-(1-acryloylazetidine-2-carbonyl)-4-hydroxypiperidin-4-yl)methyl}-1-(biphenyl-4-yl)-1H-pyrazolo[3,4-d]pyrimidin-4(5H)-one